2,3-dihydro-pyrrolo[3,2-b]pyridine-1-carboxylic acid N1(CCC2=NC=CC=C21)C(=O)O